4-[(2,4-dimethoxyphenyl)methyl]-N-[4-methyl-3-(trifluoromethyl)phenyl]-3-(4-nitrophenyl)morpholine-2-carboxamide COC1=C(C=CC(=C1)OC)CN1C(C(OCC1)C(=O)NC1=CC(=C(C=C1)C)C(F)(F)F)C1=CC=C(C=C1)[N+](=O)[O-]